C(C=C)(=O)OC(C)CC (2-butyl) acrylate